FC1=C(C=C(C=C1)C1=CC=2N(C(N(C(C2S1)=O)C1=CN=CC2=CC=CC=C12)=O)COCC[Si](C)(C)C)OC 6-(4-fluoro-3-methoxy-phenyl)-3-(4-isoquinolyl)-1-(2-trimethylsilylethoxymethyl)thieno[3,2-d]pyrimidine-2,4-dione